1-palmitoyl-2-myristoyl-sn-glycero-3-phosphoethanolamine C(CCCCCCCCCCCCCCC)(=O)OC[C@@H](OC(CCCCCCCCCCCCC)=O)COP(=O)(O)OCCN